3,4-Bis(hydroxymethyl)-1,6-hexandiol OCC(CCO)C(CCO)CO